4-chloro-5-trifluoromethylbenzimidazole ClC1=C(C=CC=2N=CNC21)C(F)(F)F